NC1=C2C(=NC=N1)N(N=C2C2=CC=C(C=C2)OC2=CC=CC=C2)C2CCN(CC2)CC2=C(C(=NC=C2)NC2C(NC(CC2)=O)=O)F 3-((4-((4-(4-amino-3-(4-phenoxyphenyl)-1H-pyrazolo[3,4-d]pyrimidin-1-yl)piperidin-1-yl)methyl)-3-fluoropyridin-2-yl)amino)piperidine-2,6-dione